2-isopropyl-4-(4,4,5,5-tetramethyl-1,3,2-dioxaborolan-2-yl)phenol C(C)(C)C1=C(C=CC(=C1)B1OC(C(O1)(C)C)(C)C)O